5-Tert-butyl-dimethyl-[[4-(4,4,5,5-tetramethyl-1,3,2-dioxaborolan-2-yl)cyclohex-3-en-1-yl]methoxy]silane C(C)(C)(C)C1C(=CCC(C1)CO[SiH](C)C)B1OC(C(O1)(C)C)(C)C